2-(2-chloropyridin-3-yl)ethane-1-ol ClC1=NC=CC=C1CCO